5-chloro-2-(4,4-difluoroazepan-1-yl)-N-(4-fluoro-3-(N'-hydroxyamidino)phenyl)nicotinamide ClC=1C=NC(=C(C(=O)NC2=CC(=C(C=C2)F)C(N)=NO)C1)N1CCC(CCC1)(F)F